(cyclopropylamino)cyclobutane C1(CC1)NC1CCC1